1-(4-(5-(difluoromethyl)-1,3,4-oxadiazol-2-yl)-2-fluorobenzyl)-5-(2-fluorophenyl)-3-(1-methylpiperidin-4-yl)-1,3-dihydro-2H-benzo[d]imidazol-2-one FC(C1=NN=C(O1)C1=CC(=C(CN2C(N(C3=C2C=CC(=C3)C3=C(C=CC=C3)F)C3CCN(CC3)C)=O)C=C1)F)F